C1(CCC1)C1=C(C(=O)OCN2C(SC(=N2)NC(C2=CN=C(C=C2C2=C(C(=CC=C2OC)Cl)F)C)=O)=O)C(=CC(=N1)C)C1=C(C(=CC=C1OC)Cl)F 3-((5-(4-(3-chloro-2-fluoro-6-methoxyphenyl)-6-methylnicotinamido)-2-oxo-1,3,4-thiadiazol-3(2H)-yl) methyl) cyclobutyl-4-(3-chloro-2-fluoro-6-methoxyphenyl)-6-methylnicotinate